SC1=CN=CC(=N1)C(=O)[O-] 6-sulfanylpyrazine-2-carboxylate